COC=1C=C(C=C(C1)OC)OC(CC)=O.OC1=C(C=C(C(C(=O)O)O)C=C1)OC 4-hydroxy-3-methoxy-mandelic acid 3,5-dimethoxy-phenylpropanoate